di-n-Butyl phthalate CCCCOC(=O)C1=CC=CC=C1C(=O)OCCCC